4-((2S,4S)-4-(4-(2H-1,2,3-triazol-2-yl)phenoxy)-2-((difluoromethoxy)methyl)pyrrolidin-1-yl)-N-((S)-2-cyano-1-(4-(ethylsulfonyl)phenyl)ethyl)benzamide N=1N(N=CC1)C1=CC=C(O[C@H]2C[C@H](N(C2)C2=CC=C(C(=O)N[C@@H](CC#N)C3=CC=C(C=C3)S(=O)(=O)CC)C=C2)COC(F)F)C=C1